FC=1C=C(C=CC1F)NC(=O)C1=C(N(C(=C1C)C(C(=O)NC1=NC=C(C=C1)F)=O)C)C N-(3,4-difluorophenyl)-5-(2-((5-fluoropyridin-2-yl)amino)-2-oxoacetyl)-1,2,4-trimethyl-1H-pyrrole-3-carboxamide